NSC1=C(C=CC=C1)CCC1=C(C=CC=C1)SN 1,2-bis(2-aminothiophenyl)ethane